5-[3-(1,5-dimethylpyrazol-4-yl)pyrazolo[1,5-a]pyridin-5-yl]furan-3-carboxylic acid CN1N=CC(=C1C)C=1C=NN2C1C=C(C=C2)C2=CC(=CO2)C(=O)O